1-(1-methyl-2-oxabicyclo[2.1.1]hexan-4-yl)ethan-1-one CC12OCC(C1)(C2)C(C)=O